C(#N)CCCOC1=CC=2CC(N3C(C2C2=C1OCC2)=CC(C(=C3)C(=O)O)=O)C(C)C 4-(3-Cyanopropoxy)-7-isopropyl-11-oxo-2,6,7,11-tetrahydro-1H-furo[2,3-H]pyrido[2,1-a]isoquinoline-10-carboxylic acid